ethyl 3-[2-[4-[4-cyano-2-(2-methyl-6-morpholin-4-ylpyrimidin-4-yl)oxyphenyl]phenyl]ethylamino]propanoate C(#N)C1=CC(=C(C=C1)C1=CC=C(C=C1)CCNCCC(=O)OCC)OC1=NC(=NC(=C1)N1CCOCC1)C